butyl 3-(5-(5-fluoro-2-methyl-1,2,3,4-tetrahydroisoquinolin-6-ylcarbamoyl)-3-(trifluoromethyl)-1H-pyrazol-1-yl)benzylcarbamate FC1=C2CCN(CC2=CC=C1NC(=O)C1=CC(=NN1C=1C=C(CNC(OCCCC)=O)C=CC1)C(F)(F)F)C